C1C(CC2=CC=CC=C12)NC1=NC=C(C(=N1)OC)C(=O)O 2-((2,3-dihydro-1H-inden-2-yl)amino)-4-methoxypyrimidine-5-carboxylic acid